S1C(=CC=C1\C=C\C1=CC=C(S1)C=1SC=CC1)C=1SC=CC1 (E)-1,2-di(2,2'-bithiophen-5-yl)ethen